C(CCCC)OCCCCCCC 1-heptyl pentyl ether